ClC1=NC=C(C(=C1)C1=C(C=NC(=C1)C)C(=O)NC=1SC=2C(=NC=C(N2)C2CCC(CC2)=O)N1)OC 2'-chloro-5'-methoxy-6-methyl-N-(6-(4-oxocyclohexyl)thiazolo[4,5-b]pyrazin-2-yl)-[4,4'-bipyridine]-3-carboxamide